N-(3-(2-hydroxyethyl)tetrahydrofuran-3-yl)-2-methyl-5-((4-methylthiazol-5-yl)methoxy)benzofuran-3-carboxamide OCCC1(COCC1)NC(=O)C1=C(OC2=C1C=C(C=C2)OCC2=C(N=CS2)C)C